N1C(=NC2=C1C=CC=C2)C(=O)O 1H-Benzo[d]imidazole-2-carboxylic acid